N-benzyloxycarbonyl-N'-(4-methoxy-2,3,6-trimethylbenzenesulfonyl)-L-arginine C(C1=CC=CC=C1)OC(=O)N[C@@H](CCCN(C(N)=N)S(=O)(=O)C1=C(C(=C(C=C1C)OC)C)C)C(=O)O